Methyl (2-cyclopropyl-5-fluoro-benzo[d]oxazol-6-yl)carboxylate C1(CC1)C=1OC2=C(N1)C=C(C(=C2)C(=O)OC)F